4-(p-tolyl)-1H-1,2,3-triazol C1(=CC=C(C=C1)C=1N=NNC1)C